CC1(COCC[C@@H]1NC=1N=NC=C2C1C=NC=C2)C 4-{[(4S)-3,3-dimethyloxan-4-yl]amino}pyrido[3,4-d]pyridazin